C(C)(C)OC(=O)[C@@H]1C[C@H](CCC1)OC1=CC=C(C=C1)C1=C(C(=NS1)C)NC(=O)N(C)C1CCCC1 |r| (+/-)-(1S,3S)-3-(4-(4-(3-cyclopentyl-3-methylureido)-3-methylisothiazol-5-yl)phenoxy)cyclohexane-1-carboxylic acid isopropyl ester